C(C1=CC=CC=C1)OC(=O)NC1CCC2=C(C(=C(S2)NC(OC(C)(C)C)=O)C(NCC2CC2)=O)C1 tert-Butyl N-[5-(benzyloxycarbonylamino)-3-(cyclopropylmethylcarbamoyl)-4,5,6,7-tetrahydrobenzothiophen-2-yl]carbamate